NC=1C=CC2=C(N=C(S2)CC)C1N1C[C@H](C[C@H]1CO)NC(OC(C)(C)C)=O tert-butyl (3S,5S)-1-(5-amino-2-ethylbenzo[d]thiazol-4-yl)-5-(hydroxymethyl)pyrrolidin-3-ylcarbamate